8-(2-amino-6-((R)-1-(4-chloro-2-(5,6-dihydro-2H-pyran-3-yl)phenyl)-2,2,2-trifluoroethoxy)pyrimidin-4-yl)-2-azaspiro[4.5]dec-7-ene-3-carboxylic acid hydrochloride Cl.NC1=NC(=CC(=N1)C1=CCC2(CC(NC2)C(=O)O)CC1)O[C@@H](C(F)(F)F)C1=C(C=C(C=C1)Cl)C=1COCCC1